N,6,7-trimethyl-2,3-dihydro-1H-pyrrolo[3,4-c]pyridin-4-amine, dihydrochloride Cl.Cl.CNC1=NC(=C(C2=C1CNC2)C)C